FC(C(C#CC=1C=C(C=C(C1)F)C1=NN=C2N1C1=CC=C(C=C1C(=N2)NC)F)(C)C)F (3-(4,4-difluoro-3,3-dimethylbut-1-yn-1-yl)-5-fluorophenyl)-7-fluoro-N-methyl-[1,2,4]triazolo[4,3-a]quinazolin-5-amine